O=C1[C@H]2[C@@H]3CC[C@H]([C@@H](CCC(=O)OC)C)[C@]3(CC[C@@H]2[C@]2(CC[C@H]3[C@@H]([C@H]2C1)O3)C)C methyl 3β,4β-epoxy-7-oxo-5β-cholanoate